5-[(3S)-3-({[(1RS,5SR)-bicyclo[3.1.0]hex-6-yl]methyl}amino)-5-fluoro-7-hydroxy-3,4-dihydro-2H-1-benzothiopyran-6-yl]-1λ6,2,5-thiadiazolidine-1,3-dione [C@H]12CCC[C@@H]2C1CN[C@@H]1CSC2=C(C1)C(=C(C(=C2)O)N2CC(N[SH2]2=O)=O)F |&1:0,4|